C[Si]1(CCCCC1)C#C 1-methyl-1-ethynyl-1-silacyclohexane